Cl.NCC(=O)N 2-aminoacetamide HCl